tert-Butyl N-[(3R)-1-(8-fluoro-6-{5-[(pyrimidin-5-ylmethyl)carbamoyl]-1H-pyrrolo[2,3-b]pyridin-3-yl}quinolin-4-yl)piperidin-3-yl]carbamate FC=1C=C(C=C2C(=CC=NC12)N1C[C@@H](CCC1)NC(OC(C)(C)C)=O)C1=CNC2=NC=C(C=C21)C(NCC=2C=NC=NC2)=O